(S)-(-)-2-chloropropionate Cl[C@H](C(=O)[O-])C